(1S,8S)-11-Oxa-tricyclo[6.2.1.02,7]undeca-2,4,6,9-tetraene-9-carboxylic acid (R)-1-phenyl-ethyl ester C1(=CC=CC=C1)[C@@H](C)OC(=O)C=1[C@@H]2C3=CC=CC=C3[C@H](C1)O2